C(CN(CC(C)O)CC(C)O)N(CC(C)O)CC(C)O (Ethylenedinitrilo)-tetra-2-propanol